3-fluoro-(3-methoxy-4-(prop-2-yn-1-ylamino)phenyl)dimethylphosphine oxide FC1(CC(=CC=C1NCC#C)P(C)(C)=O)OC